N,N-diethyl-2-(1-naphthalenyloxy)propanamide C(C)N(C(C(C)OC1=CC=CC2=CC=CC=C12)=O)CC